CC=1C=C(CN2CC=3C(N(C=4N(C3CC2)C=CN4)CC4=CC=CC=C4)=O)C=CC1 7-(3-methylbenzyl)-4-benzyl-6,7,8,9-tetrahydroimidazo[1,2-a]pyrido[3,4-e]pyrimidine-5(4H)-one